CN1[C@H](CCC1)C1=CC=2C=NC(=CC2N1)NC(C1=CC=C(C=C1)C=1C=NNC1)=O N-{2-[(2R)-1-methylpyrrolidin-2-yl]-1H-pyrrolo[3,2-c]pyridin-6-yl}-4-(1H-pyrazol-4-yl)benzamide